(2R,4S) and (2S,4S)-2-(2-(3-acetyl-5-bromo-1H-indazol-1-yl)acetyl)-4-fluoropyrrolidine-1-carboxylate C(C)(=O)C1=NN(C2=CC=C(C=C12)Br)CC(=O)[C@@H]1N(C[C@H](C1)F)C(=O)[O-] |&1:16|